N-(2-(N,N-bis(2,4-dimethoxybenzyl)sulfamoyl)pyridin-4-yl)-2-(4,4-difluoroazepan-1-yl)-5-(trifluoromethyl)nicotinamide COC1=C(CN(S(=O)(=O)C2=NC=CC(=C2)NC(C2=C(N=CC(=C2)C(F)(F)F)N2CCC(CCC2)(F)F)=O)CC2=C(C=C(C=C2)OC)OC)C=CC(=C1)OC